[Si](C)(C)(C(C)(C)C)OCC1=C(C=C(C=C1)[N+](=O)[O-])CC(CO)O 3-[2-[[tert-butyl(dimethyl)silyl]oxymethyl]-5-nitro-phenyl]propane-1,2-diol